NC1=NC(=NC(=C1NC(=O)N1CC(C1)O)N)C1=NN(C2=C(C=CC=C12)F)CC1=C(C=CC=C1)F N-(4,6-diamino-2-(7-fluoro-1-(2-fluorobenzyl)-1H-indazol-3-yl)pyrimidin-5-yl)-3-hydroxyazetidine-1-carboxamide